Cl.O=C1NN=C(C2=CC=CC=C12)C1=CC=C2CCN(CC2=C1)S(=O)(=O)[NH-] 7-(4-oxo-3,4-dihydro-phthalazin-1-yl)-3,4-dihydro-isoquinoline-2(1H)sulfonyl-amide hydrochloride